C(#N)C1CC2(C1)C[C@H](N(CC2)CC2=C1C=CNC1=C(C=C2OC)C)C2=C(C=C(C(=O)NCC1(CCC1)C(=O)O)C=C2)F 1-((4-((2R,4r,6S)-2-cyano-7-((5-methoxy-7-methyl-1H-indol-4-yl)methyl)-7-azaspiro[3.5]nonan-6-yl)-3-fluorobenzamido)methyl)cyclobutane-1-carboxylic acid